(2R)-4,4-Difluoro-2-(4-fluorophenyl)-N-[4-(5,7,7-trimethyl-4-oxo-3-phenyl-4,5,6,7-tetrahydro-1H-pyrrolo[3,2-c]pyridin-2-yl)pyridin-2-yl]butanamid FC(C[C@@H](C(=O)NC1=NC=CC(=C1)C1=C(C=2C(N(CC(C2N1)(C)C)C)=O)C1=CC=CC=C1)C1=CC=C(C=C1)F)F